CS(=O)(=O)OC1CCC(CC1)CC(C)(C)NC(=O)OC(C)(C)C (1r,4r)-4-(2-((tert-Butoxycarbonyl)amino)-2-methylpropyl)cyclohexyl methanesulfonate